4-(methylamino)-2-methylsulfanyl-pyrimidine-5-carboxylic acid ethyl ester C(C)OC(=O)C=1C(=NC(=NC1)SC)NC